FC(C(=O)O)(F)F.N[C@H](C(=O)NC1CCN(CC1)C1=NC(=C(C(=C1C#N)CC)C#N)SC(C(=O)N)C1=CC=CC=C1)C (2S)-2-amino-N-(1-(6-((2-amino-2-oxo-1-phenylethyl)thio)-3,5-dicyano-4-ethylpyridin-2-yl)piperidin-4-yl)propionamide 2,2,2-trifluoroacetate